C(C)OC([C@@H](N)CS)=O L-cysteine ethyl ester